3-benzyl-1-(trans-4-((5-cyano-4-(oxetan-3-ylamino)pyrimidin-2-yl)amino)cyclohexyl)-1-(2'-methoxy-5,5'-bipyrimidin-2-yl)urea C(C1=CC=CC=C1)NC(N(C1=NC=C(C=N1)C=1C=NC(=NC1)OC)[C@@H]1CC[C@H](CC1)NC1=NC=C(C(=N1)NC1COC1)C#N)=O